(2E)-1-(2,6,6-trimethyl-2-cyclohexen-1-yl)-2-buten CC=1C(C(CCC1)(C)C)C\C=C\C